methyl 4-((3-bromo-7-(butylamino)-5-((methoxycarbonyl) amino)-1H-pyrazolo[4,3-d]pyrimidin-1-yl) methyl)-3-cyclopropoxybenzoate BrC1=NN(C2=C1N=C(N=C2NCCCC)NC(=O)OC)CC2=C(C=C(C(=O)OC)C=C2)OC2CC2